butyl-N-[3-({[(1R,2R,3S,4R)-4-[4-amino-5-(1-benzylpyrazol-3-yl)-2-chloropyrrolo[2,3-d]pyrimidin-7-yl]-2,3-dihydroxycyclopentyl]methyl}amino)propyl]-N-[2-(4-fluorophenyl)ethyl]carbamate C(CCC)OC(N(CCC1=CC=C(C=C1)F)CCCNC[C@@H]1[C@H]([C@H]([C@@H](C1)N1C=C(C2=C1N=C(N=C2N)Cl)C2=NN(C=C2)CC2=CC=CC=C2)O)O)=O